C[C@@H](CC[C@H](C)O)O (2s,5s)-2,5-hexanediol